FC=1C=C2CN(CC2=CC1)C(CNC12CC3(CC(CC(C1)C3)C2)NC(=O)C2=CC=C(C=C2)C2=CC(=CS2)C(=O)OC)=O methyl 5-(4-((3-((2-(5-fluoroisoindolin-2-yl)-2-oxoethyl)amino)adamantan-1-yl)carbamoyl)phenyl)thiophene-3-carboxylate